CC1=NN=C(O1)C=1C=CC(=NC1)OC1=CC=C(C=C1)C(C)(C)C1=CC=C(OC2CC(C2)NC(OC(C)(C)C)=O)C=C1 tert-butyl ((1r,3r)-3-(4-(2-(4-((5-(5-methyl-1,3,4-oxadiazol-2-yl) Pyridin-2-yl)oxy)phenyl)propan-2-yl)phenoxy)cyclobutyl)carbamate